2,2-dibromo-(4,4-di-tert-butyl)biphenyl BrC1(C(=CCC(C1)(C(C)(C)C)C(C)(C)C)C1=CC=CC=C1)Br